(1S,3S)-3-((6-(5-(2-(((benzyloxy)carbonyl)amino)ethyl)-1-methyl-1H-1,2,3-triazol-4-yl)-2-methylpyridin-3-yl)oxy)cyclohexane-1-carboxylic acid C(C1=CC=CC=C1)OC(=O)NCCC1=C(N=NN1C)C1=CC=C(C(=N1)C)O[C@@H]1C[C@H](CCC1)C(=O)O